tert-butyl (endo-8-(5-iodo-3-methyl-4-oxo-7-((2-(trimethylsilyl)ethoxy)methyl)-4,7-dihydro-3H-pyrrolo[2,3-d]pyrimidin-2-yl)bicyclo[3.2.1]octan-3-yl)carbamate IC1=CN(C=2N=C(N(C(C21)=O)C)C2C1CC(CC2CC1)NC(OC(C)(C)C)=O)COCC[Si](C)(C)C